FC1=CC=C(C=C1)N(C(OC1=C(C=C(C=C1C(F)(F)F)C(F)(F)F)N1C(N(CC1)CC(CNC)O)=O)=O)C([2H])([2H])[2H] 2-(3-(2-hydroxy-3-(methylamino)propyl)-2-oxoimidazolidin-1-yl)-4,6-bis(trifluoromethyl)phenyl (4-fluorophenyl)(methyl-d3)carbamate